isopropylidenediphenoxyacetic acid C(C)(C)=C1C(OC(C(=O)O)OC2=CC=CC=C2)C=CC=C1